3-(5-iodofuro[2,3-b]pyridin-3-yl)piperidine-2,6-dione IC=1C=C2C(=NC1)OC=C2C2C(NC(CC2)=O)=O